N[C@H]1C[C@H](C1)C1=C2C(=NN(C2=CC=C1)CC(=O)NCC1=C(C(=CC=C1)Cl)F)C(=O)N ((cis)-3-aminocyclobutyl)(2-((3-chloro-2-fluorobenzyl)amino)-2-oxoethyl)-1H-indazole-3-carboxamide